(((1R,2R)-cyclohexane-1,2-diyl)bis(methylazanediyl))bis(pentane-5,1-diyl) bis(2-hexyldecanoate) C(CCCCC)C(C(=O)OCCCCCN([C@H]1[C@@H](CCCC1)N(C)CCCCCOC(C(CCCCCCCC)CCCCCC)=O)C)CCCCCCCC